COC(C1=C(C=C(C=C1)Br)Br)=O.BrC1=CC=CC(=N1)C(=O)NC=1C=C2C(=NC1C1CC1)N=C(O2)N2CCOCC2 6-bromo-N-(5-cyclopropyl-2-morpholinooxazolo[4,5-b]pyridin-6-yl)pyridine-2-carboxamide methyl-2,4-dibromobenzoate